COC1=C(C2=CC=CC=C2C=C1)C3=C(C=CC4=CC=CC=C43)OC (R)-(+)-2,2'-dimethoxy-1,1'-binaphthyl